O=C1N(CC2=C(C=CC=C12)NC1CN(CCC1)CC1=CC(=CC=C1)N1CCC(CC1)N1N=CC(=C1)C1=NC2=CC=CC=C2N=C1)C1C(NC(CC1)=O)=O 3-(1-oxo-4-((1-(3-(4-(4-(quinoxalin-2-yl)-1H-pyrazol-1-yl)piperidin-1-yl)benzyl)piperidin-3-yl)amino)isoindolin-2-yl)piperidine-2,6-dione